FC1(CCC(CC1)(C(=O)O)C)F 4,4-Difluoro-1-methylcyclohexanecarboxylic acid